1-hydroxy-2-oleoyl-sn-glycerol OOC[C@@H](OC(CCCCCCC\C=C/CCCCCCCC)=O)CO